tert-butyl ((2S)-5-(2-((1-(tetrahydro-2H-pyran-2-yl)-6-(4H-1,2,4-triazol-4-yl)-1H-indazol-4-yl)amino)ethoxy)pentan-2-yl)carbamate O1C(CCCC1)N1N=CC2=C(C=C(C=C12)N1C=NN=C1)NCCOCCC[C@H](C)NC(OC(C)(C)C)=O